18-p-iodophenyl-octadecyl-phosphocholine IC1=CC=C(C=C1)CCCCCCCCCCCCCCCCCCC(OP(=O)([O-])O)C[N+](C)(C)C